(5S)-3-fluoro-5,8,8-trimethyl-5-(3-methylsulfonylphenyl)-6-oxo-9,10-dihydro-7H-benzo[b][1,8]naphthyridine-4-carbonitrile FC1=C(C=2[C@@](C3=C(NC2N=C1)CC(CC3=O)(C)C)(C3=CC(=CC=C3)S(=O)(=O)C)C)C#N